3-methoxy-N-[(1s,4s)-4-{[4-cyano-3-(trifluoromethyl)phenyl]amino}cyclohexyl]benzamide COC=1C=C(C(=O)NC2CCC(CC2)NC2=CC(=C(C=C2)C#N)C(F)(F)F)C=CC1